C(C)O[Si](CCCSSCCC[Si](OCC)(OCC)OCC)(OCC)OCC 1,2-bis(3-(triethoxysilyl)propyl)disulfane